FC=1C(=NCN(C1)C1CCN(CC1)S(=O)(=O)C1=CC=C(C=C1)F)C=1C=C2C=CC=NC2=C(C1)F 5-Fluoro-N-(1-((4-fluorophenyl)sulfonyl)piperidin-4-yl)-4-(8-fluoroquinolin-6-yl)pyrimidin